C(CCC)OC(N(CCC1=CC=CC=C1)CCCCC[C@H]1C[C@H]([C@@H]2OC(O[C@@H]21)(C)C)N2C=CC1=C2N=CN=C1N(C)CC1=CC=C(C=C1)OC)=O butyl-(5-((3aR,4S,6R,6aS)-6-(4-((4-methoxybenzyl)(methyl)amino)-7H-pyrrolo[2,3-d]pyrimidin-7-yl)-2,2-dimethyltetrahydro-4H-cyclopenta[d][1,3]dioxol-4-yl)pentyl)(phenethyl)carbamate